NC1=NC=CC(=C1)CN([C@@H]1CN(CCC1)C=1C=NC(=CC1)C)CC1=CN(C2=CC(=C(C=C2C1=O)F)F)C1CC1 3-({[(2-aminopyridin-4-yl)methyl][(3S)-1-(6-methylpyridin-3-yl)piperidin-3-yl]amino}methyl)-1-cyclopropyl-6,7-difluoro-1,4-dihydroquinolin-4-one